C(C)OC(=O)C=1N=C(SC1N1CCC(CC1)OC1=CC=CC=C1)N(C)C=1N=NC(=C(C1)C)NC=1SC2=C(N1)C=CC=C2 ({6-[(1,3-benzothiazol-2-yl)amino]-5-methylpyridazin-3-yl}(methyl)amino)-5-(4-phenoxypiperidin-1-yl)-1,3-thiazole-4-carboxylic acid ethyl ester